5-Amino-3-(4-(2-((3-(3-chlorophenyl)isoxazol-5-yl)amino)-2-oxoethyl)phenyl)-1-isopropyl-1H-pyrazole-4-carboxamide NC1=C(C(=NN1C(C)C)C1=CC=C(C=C1)CC(=O)NC1=CC(=NO1)C1=CC(=CC=C1)Cl)C(=O)N